ClC1[C@@]2(C=C[C@](C(C1=O)Cl)(O2)CC)CC (1S,5R)-2,4-dichloro-1,5-diethyl-8-oxabicyclo[3.2.1]oct-6-en-3-one